ClC=1C=CC2=C(C[C@](O2)(C2=CC=CC=C2)CN(C(OC(C)(C)C)=O)C)C1C1=C(C(=CC=C1C#N)OC)F tert-butyl (((2S,4R)-5-chloro-4-(6-cyano-2-fluoro-3-methoxyphenyl)-2-phenyl-2,3-dihydrobenzofuran-2-yl)methyl)(methyl)carbamate